4-(1-(Cyclopropylamino)ethyl)isoquinolin-1(2H)-one C1(CC1)NC(C)C1=CNC(C2=CC=CC=C12)=O